N-(4-(6-Chloro-3-(cyanomethyl)-1H-pyrazolo[4,3-c]pyridin-1-yl)-3-methoxybenzyl)-N-(2,4-dimethoxybenzyl)methanesulfonamide ClC1=CC2=C(C=N1)C(=NN2C2=C(C=C(CN(S(=O)(=O)C)CC1=C(C=C(C=C1)OC)OC)C=C2)OC)CC#N